OC1(CCNCC1)C1=[N+](C(=CC=C1)C)[O-] 2-(4-hydroxypiperidin-4-yl)-6-methylpyridine 1-oxide